lithium hexafluoroarsenate phosphate P(=O)(O)(O)O.F[As-](F)(F)(F)(F)F.[Li+]